ClC=1C(=CC2=CN(N=C2C1)C([2H])([2H])[2H])N 6-chloro-2-(methyl-d3)-2H-indazole-5-amine